C(C)(C)(C)OC(N(C)C1CN(CC1)C1=C2N=CC(=NC2=C(C=C1)C(NC=1C=C(C=2N(C1)C=C(N2)C)F)=O)C)=O N-{1-[8-({8-fluoro-2-methylimidazo[1,2-a]pyridin-6-yl}carbamoyl)-2-methylquinoxalin-5-yl]pyrrolidin-3-yl}-N-methylcarbamic acid tert-butyl ester